tert-butyl (R)-(2-aminobutyl)carbamate N[C@@H](CNC(OC(C)(C)C)=O)CC